C(C)OC1=C(CNCC2CCN(CC2)C(=O)OC(C)(C)C)C=C(C=C1)C(F)(F)F tert-butyl 4-(((2-ethoxy-5-(trifluoromethyl)benzyl)amino)methyl)piperidine-1-carboxylate